BrC1=C(C=C(C(=O)NC2=CC(=C(C=C2)F)C)C=C1)C(C(=O)N1CCC(CC1)O)(F)F 4-bromo-3-(1,1-difluoro-2-(4-hydroxypiperidin-1-yl)-2-oxoethyl)-N-(4-fluoro-3-methylphenyl)benzamide